ClC1=C(C=CC=C1)N(C(=O)C1=NC=C(C=C1NS(=O)(=O)C1=CC(=C(C=C1)Cl)C(F)(F)F)Cl)C 5-chloro-3-(4-chloro-3-trifluoromethyl-benzenesulfonylamino)-pyridine-2-carboxylic acid (2-chloro-phenyl)-methyl-amide